BrC1=C(C=CC=C1)C1CCN(CC1)C(=O)OC(C)(C)C tert-Butyl 4-(2-bromophenyl)piperidine-1-carboxylate